Cl.Cl.N1CC(C1)NC(=O)C1=CC=C(C=C1)C1=NC2=C(N1)C=CC=C2C(=O)N 2-(4-(azetidin-3-ylcarbamoyl)phenyl)-1H-benzo[d]imidazole-4-carboxamide dihydrochloride